C(CCCCCCCCCCCCCCCCC)N1C(=C(C(C2=C(C=C(C=C12)OCC1=CC=CC=C1)OCC1=CC=CC=C1)=O)OCC1=CC=CC=C1)C1=CC(=C(C(=C1)OCC1=CC=CC=C1)OCC1=CC=CC=C1)OCC1=CC=CC=C1 N-octadecyl-2-(3,4,5-tribenzoxyphenyl)-3,5,7-tribenzyloxy-quinolin-4-one